(4-(1H-pyrazol-1-yl)-3-(trifluoromethyl)phenyl)-5-cyclopropyl-1-(2-oxo-1,2-dihydropyrrolo[4,3,2-ij]isoquinolin-6-yl)-1H-pyrazole-4-carboxamide N1(N=CC=C1)C1=C(C=C(C=C1)C1=NN(C(=C1C(=O)N)C1CC1)C1=CN=C2C3=C(C=CC=C13)C(N2)=O)C(F)(F)F